(5-(1,1,1-trifluoro-2-methylpropan-2-yl)isoxazol-3-yl)benzamide FC(C(C)(C)C1=CC(=NO1)C1=C(C(=O)N)C=CC=C1)(F)F